Methylenedioxybenzo[b][1,4]diazepine C1OC2=C(C=NC3=C(N2)C=CC=C3)O1